NC1=NC2=CC=C(C=C2C(=C1)CO)C(=O)N(C1COC2=C1C=CC(=C2)C(F)(F)F)C 2-amino-4-(hydroxymethyl)-N-methyl-N-(6-(trifluoromethyl)-2,3-dihydrobenzofuran-3-yl)quinoline-6-carboxamide